1'-{2-[4-(4-methanesulfonyloxan-4-yl)phenoxy]ethyl}-2-oxo-1,2-dihydrospiro[indole-3,4'-piperidine]-5-carbonitrile CS(=O)(=O)C1(CCOCC1)C1=CC=C(OCCN2CCC3(CC2)C(NC2=CC=C(C=C23)C#N)=O)C=C1